cyclopropyltetrahydrothiophene C1(CC1)C1SCCC1